[TeH].[Na+] sodium hydride telluride